NC1=NC=CC(=C1)S(=O)(=O)NC1=NC(=C(C=C1)Cl)C1=C(C=CC(=C1)C(F)(F)F)C 2-amino-N-(5-chloro-6-(2-methyl-5-(trifluoromethyl)phenyl)pyridin-2-yl)pyridine-4-sulfonamide